tert-Butyl (Z)-4-(6-(2-fluoro-2-(4,4,5,5-tetramethyl-1,3,2-dioxaborolan-2-yl)vinyl)-3-(2-fluorophenoxy)-2-(trifluoromethyl)phenyl)-1-oxa-4,9-diazaspiro[5.5]undecane-9-carboxylate F\C(=C/C1=CC=C(C(=C1N1CCOC2(C1)CCN(CC2)C(=O)OC(C)(C)C)C(F)(F)F)OC2=C(C=CC=C2)F)\B2OC(C(O2)(C)C)(C)C